NC1=NC=2C(=CC=CC2C=2N1C=C(N2)C(=O)N2CCC1(CC1)CC2)OC (5-amino-7-methoxyimidazo[1,2-c]quinazolin-2-yl)(6-azaspiro[2.5]octan-6-yl)methanone